2-{[7-amino-4-(3-cyclopropyl-2-oxo-2,3-dihydro-1H-1,3-benzodiazol-5-yl)-1-oxo-2,3-dihydro-1H-isoindol-2-yl]methyl}prop-2-enenitrile NC=1C=CC(=C2CN(C(C12)=O)CC(C#N)=C)C1=CC2=C(NC(N2C2CC2)=O)C=C1